CNC=1C2=C(N=CN1)C(=CS2)C N,7-dimethyl-thieno[3,2-d]pyrimidin-4-amine